2-(3-(4-methylbenzyl)but-3-en-1-yl)-1,3-dioxolane CC1=CC=C(CC(CCC2OCCO2)=C)C=C1